methyl (1r,2'S,4S)-4-(3-chloroanilino)-5',6'-dihydroxy-2'-[(2R)-3-hydroxy-2-methylpropyl]-2',3'-dihydrospiro[cyclohexane-1,1'-indene]-4-carboxylate ClC=1C=C(NC2(CCC3([C@H](CC4=CC(=C(C=C34)O)O)C[C@H](CO)C)CC2)C(=O)OC)C=CC1